C(C1=CC=CC=C1)N1C(C=C(C=C1C)C1=C(C(=O)N(C)C)C=C(C=C1)Cl)=O 2-(1-Benzyl-6-methyl-2-oxo-1,2-dihydropyridin-4-yl)-5-chloro-N,N-dimethylbenzamide